BrC1=CC=C(C=C1)C12CC3(CC(CC(C1)C3)C2)C2=CC=C(C=C2)Br 1,3-bis(4-bromophenyl)adamantane